2-[4-((3S)-3-piperidyl)phenyl]-2H-indole-7-formamide N1C[C@@H](CCC1)C1=CC=C(C=C1)C1N=C2C(=CC=CC2=C1)C(=O)N